Dimethyl-dineopentyl-ammonium fluoride [F-].C[N+](CC(C)(C)C)(CC(C)(C)C)C